(2R,3R,4R,5S)-2-(hydroxymethyl)-1-(3-phenylpropyl)piperidine-3,4,5-triol OC[C@H]1N(C[C@@H]([C@H]([C@@H]1O)O)O)CCCC1=CC=CC=C1